C1(CC1)C1=NN(C=C1C1=NC2=CC=CC=C2N=C1)C1CC(C1)N 3-(3-cyclopropyl-4-(quinoxalin-2-yl)-1H-pyrazol-1-yl)cyclobutan-1-amine